CC(C)([Si](OC(CCO[Si](C(C)(C)C)(C)C)C\C=C/C\C=C/C\C=C/CC)(C1=CC=CC=C1)C1=CC=CC=C1)C 2,2,9,9,10,10-hexamethyl-3,3-diphenyl-5-[(2Z,5Z,8Z)-undec-2,5,8-trien-1-yl]-4,8-dioxa-3,9-disilaundecane